2-bromo-2-phenyl-1-(4-(phenylthio)phenyl)ethane-1-one BrC(C(=O)C1=CC=C(C=C1)SC1=CC=CC=C1)C1=CC=CC=C1